OCC1=CC=C(C=C1)S(=O)OC methyl 4-(hydroxymethyl)-benzenesulfinate